CN([C@@H](C)C(=O)OC(C)OC(N(C)[C@]1(C(CCCC1)=O)C1=C(C=CC=C1)Cl)=O)C 1-((((S)-1-(2-chlorophenyl)-2-oxocyclohexyl)(methyl)carbamoyl)oxy)ethyl dimethyl-L-alaninate